1-Methyl-1H-pyrazole-4-carboxylic acid (6-chloro-4-methoxy-7-morpholin-4-yl-thiazolo[4,5-c]pyridin-2-yl)-amide ClC1=C(C2=C(C(=N1)OC)N=C(S2)NC(=O)C=2C=NN(C2)C)N2CCOCC2